C(C)(C)(C)OC(=O)N1C(=CC=C1)B(O)O (1-(t-butoxycarbonyl)1H-pyrrol-2-yl)boronic acid